C1(CC1)[C@]1(C(N(C[C@H]1C)C=1C=2N(C=C(N1)C1=CC(=NC=C1F)OC)N=CC2)=O)C#N (3R,4S)-3-cyclopropyl-1-[6-(5-fluoro-2-methoxypyridin-4-yl)pyrazolo[1,5-a]pyrazin-4-yl]-4-methyl-2-oxopyrrolidine-3-carbonitrile